3-((4-methyleneheptan-3-yl)oxy)propanenitrile C=C(C(CC)OCCC#N)CCC